COC(=O)[C@@H]1CC[C@H](CC1)C(C1=NC(=NC(=C1)C)S(=O)(=O)C)(F)F trans-4-[difluoro-(6-methyl-2-methylsulfonyl-pyrimidin-4-yl)methyl]cyclohexanecarboxylic acid methyl ester